bis(acetonitrile) palladium (II) dichloride [Pd](Cl)Cl.C(C)#N.C(C)#N